N-(4-fluorophenyl)-3-hydroxy-N-methylbicyclo[1.1.1]pentane-1-carboxamide FC1=CC=C(C=C1)N(C(=O)C12CC(C1)(C2)O)C